2-[[4-[3-fluoro-5-isopropoxy-2-(2H-tetrazol-5-yl)phenyl]piperazin-1-yl]-methyl]-1,3-benzo-thiazole FC=1C(=C(C=C(C1)OC(C)C)N1CCN(CC1)CC=1SC2=C(N1)C=CC=C2)C=2N=NNN2